6-[[5-[(6-cyano-4-methyl-3-pyridyl)amino]-3-methyl-imidazo[4,5-b]pyridin-7-yl]amino]-N,N-dimethyl-pyridazine-3-carboxamide C(#N)C1=CC(=C(C=N1)NC1=CC(=C2C(=N1)N(C=N2)C)NC2=CC=C(N=N2)C(=O)N(C)C)C